1,6-difluoro-3-hexene FCCC=CCCF